C(=O)(OC(C)(C)C)N1C2(CC(C1)(C2)CO)C(=O)O 2-(Boc)-4-hydroxymethyl-2-azabicyclo[2.1.1]hexane-1-carboxylic acid